C(C)(=O)N1C(C(C2=CC=CC=C12)=O)=CC1=NC2=CC=C(C=C2C(=C1)C1=C2C=NN(C2=CC=C1)C(C1=CC=CC=C1)(C1=CC=CC=C1)C1=CC=CC=C1)C(=O)N1CCOCC1 1-acetyl-2-((6-(morpholine-4-carbonyl)-4-(N-tritylindazol-4-yl)quinolin-2-yl)methylene)indolin-3-one